2,4,6-Trichlorophenyl (R)-6-(1-((tert-butyldimethylsilyl)oxy)ethyl)phenazine-1-carboxylate [Si](C)(C)(C(C)(C)C)O[C@H](C)C1=C2N=C3C=CC=C(C3=NC2=CC=C1)C(=O)OC1=C(C=C(C=C1Cl)Cl)Cl